(Z)-6,14-Pentadecadienal C(CCCC\C=C/CCCCCCC=C)=O